S1C2=C(C=C1C(=O)N[C@@H](CC/C=C/C(=O)OC)C(=O)NC=1C(N(C=CC1)CC(=O)NC1C3CC4CC(CC1C4)C3)=O)C=CC=C2 (S,E)-methyl 6-(benzo[b]thiophene-2-carboxamido)-7-(1-(2-(2-adamantylamino)-2-oxoethyl)-2-oxo-1,2-dihydropyridin-3-ylamino)-7-oxohept-2-enoate